(S)-1-(2-chloro-6-fluoro-3-methoxybenzyl)-3,4-dimethyl-2-oxo-1,2,3,4-tetrahydroquinazoline-7-carboxylic acid methyl ester COC(=O)C1=CC=C2[C@@H](N(C(N(C2=C1)CC1=C(C(=CC=C1F)OC)Cl)=O)C)C